(R)-3-((S)-4-isopropylcyclohex-1-en-1-yl)-2-methylpropanal C(C)(C)[C@@H]1CC=C(CC1)C[C@H](C=O)C